C(#N)C1=CC(=C(C=N1)OC1=CC(=C2C(=N1)N(C=N2)C)NC2=CC(=C(C=N2)C(=O)NCC)C)C 6-[[5-[(6-cyano-4-methyl-3-pyridyl)oxy]-3-methyl-imidazo[4,5-b]pyridin-7-yl]amino]-N-ethyl-4-methyl-pyridine-3-carboxamide